4-(5-(2-chlorophenoxy)-1H-pyrazolo[3,4-c]pyridin-1-yl)-N-ethylthiophene-2-carboxamide ClC1=C(OC=2C=C3C(=CN2)N(N=C3)C=3C=C(SC3)C(=O)NCC)C=CC=C1